C(C1=CC=CC=C1)(=O)C=1C(=NC=CC1)C benzoylpicoline